1,1,4,4-tetrakis(3,5-dimethyl-4-hydroxyphenyl)butane Tert-butyl-[(1R,2S,4S)-2-(methoxymethoxy)-4-(methylamino)cyclopentyl]carbamate C(C)(C)(C)N(C(O)=O)[C@H]1[C@H](C[C@H](C1)NC)OCOC.CC=1C=C(C=C(C1O)C)C(CCC(C1=CC(=C(C(=C1)C)O)C)C1=CC(=C(C(=C1)C)O)C)C1=CC(=C(C(=C1)C)O)C